4H-benzopyran-4-one O1C=CC(C2=C1C=CC=C2)=O